C(C)OC1=C(C=CC=C1)C1=CC=C(C=N1)C1(CCN(CC1)C1=C(C=C(C=C1)C(F)(F)F)F)C(=O)NCCNC 4-[6-(2-ethoxyphenyl)pyridin-3-yl]-1-[2-fluoro-4-(trifluoromethyl)phenyl]-N-[2-(methylamino)ethyl]piperidine-4-carboxamide